4-(2-{[(2R,7aS)-2-fluoro-hexahydro-1H-pyrrolizin-7a-yl]methoxy}-8-fluoro-4-[(2R)-2-(hydroxymethyl)morpholin-4-yl]pyrido[4,3-d]pyrimidin-7-yl)-5-ethynyl-6-fluoronaphthalen-2-ol F[C@@H]1C[C@@]2(CCCN2C1)COC=1N=C(C2=C(N1)C(=C(N=C2)C2=CC(=CC1=CC=C(C(=C21)C#C)F)O)F)N2C[C@@H](OCC2)CO